6-fluoro-2-{4-[(methylamino)methyl]phenyl}-2H-indazole-7-carboxamide FC=1C=CC2=CN(N=C2C1C(=O)N)C1=CC=C(C=C1)CNC